3-aminopropyl-tris(ethoxy)silane NCCC[Si](OCC)(OCC)OCC